(7-azabenzotriazole-1-oxy)tripyrrolidinylphosphine geranyl-tiglate C(\C=C(/C)\CCC=C(C)C)OC(\C(\C)=C\C)=O.N1(N=NC2=C1N=CC=C2)OC2N(CCC2)P(N2CCCC2)N2CCCC2